NC1=CC=C(C=C1)C(C1=CC=CC(=C1O)OC)C1=CC=C(C=C1)N 6-[bis(4-aminophenyl)methyl]-2-methoxyphenol